C(C)(C)(C)OC(=O)N1C[C@@H]([C@H](CC1)F)NC(C1=C(C=C(C(=C1)N)N[C@H]1[C@@H](C1)C)F)=O (3S,4S)-3-(5-amino-2-fluoro-4-(((1R,2R)-2-methylcyclopropyl)amino)benzamido)-4-fluoropiperidine-1-carboxylic acid tert-butyl ester